COC(=O)C1=NC=C(C=C1Cl)C1CN(C1)C(=O)OC(C)(C)C 5-{1-[(tert-Butyloxy)carbonyl]azetidin-3-yl}-3-chloropyridine-2-carboxylic acid methyl ester